NC1=C(C(=O)OC)C=C(C(=C1)C=1SC(=C(C1)Cl)[Si](C(C)C)(C(C)C)C(C)C)C(F)(F)F methyl 2-amino-4-(4-chloro-5-(triisopropylsilyl)thiophen-2-yl)-5-(trifluoromethyl)benzoate